(2-methyl-2-phenylpropyl)tin 5-bromosalicylate BrC1=CC=C(C(C(=O)[O-])=C1)O.CC(C[Sn+3])(C)C1=CC=CC=C1.BrC1=CC=C(C(C(=O)[O-])=C1)O.BrC1=CC=C(C(C(=O)[O-])=C1)O